2-methyl-5-(prop-1-en-2-yl)cyclohexan-1-one CC1C(CC(CC1)C(=C)C)=O